CS(=O)(=O)C1=C(C=CC(=N1)C(=O)O)[N+](=O)[O-] 6-(Methylsulfonyl)-5-nitropicolinic acid